3,7-dimethyl-6-octen-1-ol 1-propionate C(CC)(=O)OCCC(CCC=C(C)C)C